CC(CSC1=CC(=C(C=C1)OC)C)(C)C 4-(2,2-Dimethylpropylthio)-1-methoxy-2-methylbenzene